3-methyl-1-(thiadiazol-4-ylmethyl)-6-[5-(trifluoromethyl)-2-thienyl]imidazo[4,5-b]pyridin-2-one CN1C(N(C=2C1=NC=C(C2)C=2SC(=CC2)C(F)(F)F)CC=2N=NSC2)=O